FC1=C(CN2C(C3=NC=CC=C3C2=O)([2H])[2H])C(=CC(=C1)C=1C2=CN(N=C2C=CC1)CF)F 6-(2,6-difluoro-4-(2-(fluoromethyl)-2H-indazol-4-yl)benzyl)-6,7-dihydro-5H-pyrrolo[3,4-b]pyridin-5-one-7,7-d2